11-Chloro-8-(3-chlorophenyl)-6-(trifluoromethyl)benzo[k]phenanthridine ClC1=CC2=C(C(=CC3=C(N=C4C=CC=CC4=C23)C(F)(F)F)C2=CC(=CC=C2)Cl)C=C1